ethyl-[(3-{2-chloro-4-fluoro-5-[3-methyl-2,6-dioxo-4-(trifluoromethyl)-3,6-dihydropyrimidin-1(2H)-yl]phenoxy}pyridin-2-yl)oxy] acetat C(C)(=O)OOC1=NC=CC(=C1OC1=C(C=C(C(=C1)N1C(N(C(=CC1=O)C(F)(F)F)C)=O)F)Cl)CC